C(C)(C)C1=CC2=C(C(=NN(C2=O)CC(=O)O)C(C)C)S1 2-(2,7-diisopropyl-4-oxothieno[2,3-d]pyridazin-5(4H)-yl)acetic acid